methyl 2-((3-chloro-1H-pyrrolo[2,3-b]pyridin-yl)oxy)-4-fluorobenzoate ClC1=CN(C2=NC=CC=C21)OC2=C(C(=O)OC)C=CC(=C2)F